1-(6-(3-chlorophenyl)pyrido[2,3-b]pyrazin-2-yl)-4-methylpiperidine-4-amine ClC=1C=C(C=CC1)C=1C=CC=2C(=NC=C(N2)N2CCC(CC2)(N)C)N1